2-[(7-fluoro-1H-indazol-6-yl)carbamoyl]-3-methyl-butyric acid methyl ester COC(C(C(C)C)C(NC1=CC=C2C=NNC2=C1F)=O)=O